FC1(CC(C1)[C@@]1(NC(NC1=O)=O)CNC(OC(C)(C)C)=O)F |r| rac-tert-butyl {[4-(3,3-difluorocyclobutyl)-2,5-dioxoimidazolidin-4-yl]methyl}carbamate